tert-butyl ((1r,3r)-3-((2-fluoro-6-(trifluoromethyl)pyridin-3-yl)oxy)cyclobutyl)carbamate FC1=NC(=CC=C1OC1CC(C1)NC(OC(C)(C)C)=O)C(F)(F)F